ClC1=C(C=C2C(N(CC2=C1)C1C(NC(CC1)=O)=O)=O)C#CCCC=1C(=NC=CC1)C(=O)N (4-(6-chloro-2-(2,6-dioxopiperidin-3-yl)-3-oxoisoindolin-5-yl)but-3-yn-1-yl)picolinamide